1,2-dimethyl-3-octyl-imidazolium CN1C(=[N+](C=C1)CCCCCCCC)C